allyl-L-glutamic acid anhydride C(C=C)N[C@H]1CCC(=O)OC1=O